C(C)(C)(C1=CC=CC=C1)C1=CC=C(CS(=O)(=O)OC2=C(C=CC=C2)NC(=O)NC2=C(C=CC=C2)OS(=O)(=O)CC2=CC=C(C=C2)C(C)(C)C2=CC=CC=C2)C=C1 N,N'-di-[2-(p-cumylbenzylsulfonyloxy)phenyl]urea